3-fluoro-4-morpholinyl-phenyl isocyanate FC=1C=C(C=CC1N1CCOCC1)N=C=O